NC1=NC=NN2C1=C(N=C2C(C)C)C2=CC=C(CNC(C1=C(C=CC=C1)S(=O)(=O)C)=O)C=C2 N-(4-(4-amino-7-isopropylimidazo[5,1-f][1,2,4]triazin-5-yl)benzyl)-2-(methylsulfonyl)benzamide